[Br-].C(CCCCCC)[N+]1=CC=C(C=C1)C1=CC=[N+](C=C1)CCCCCCC.[Br-] 1,1'-diheptyl-4,4'-bipyridinium bromide